C[C@@H]1O[C@@H](CN(C1)C1=CC=C(C=C1)NC1=NC=C(C(=N1)OCC1CCC(CC1)(O)C)F)C 4-(((2-((4-((2S,6R)-2,6-dimethyl-morpholino)phenyl)amino)-5-fluoro-pyrimidin-4-yl)oxy)methyl)-1-methyl-cyclohexan-1-ol